O=C1OC(CC1C1CC2C(C(OC2=O)=O)CC1C)=O 5-(2,5-dioxotetrahydro-3-furanyl)-6-methylhexahydro-2-benzofuran-1,3-dione